n-propyl-d7-Amine hydrochloride Cl.C(C(C([2H])([2H])[2H])([2H])N)([2H])([2H])[2H]